NCC=1C(=NC(=C(N1)C1=CC(=NC(=C1)C)C)C1=CC=C(C=C1)F)N (aminomethyl)-5-(2,6-dimethylpyridin-4-yl)-6-(4-fluorophenyl)pyrazin-2-amine